N,N'-diphenyl-1,1'-biphenyl-4,4'-diamine C1(=CC=CC=C1)NC1=CC=C(C=C1)C1=CC=C(C=C1)NC1=CC=CC=C1